CC(C)CCC[C@@H](C)[C@H]1CC[C@H]2C3=CC[C@H]4CCCC[C@]4(C)[C@H]3CC[C@]12C 5a-Cholest-7-en